BrC(C(=O)OC(C(CBr)Br)=O)CBr 2,3-dibromopropanoic anhydride